8-(2,4-Dimethoxybenzyl)-5-methyl-4-(piperazin-1-yl)-7,8-dihydropteridine-6(5H)-one COC1=C(CN2CC(N(C=3C(=NC=NC23)N2CCNCC2)C)=O)C=CC(=C1)OC